sodium para-tolylthiosulfonate C1(=CC=C(C=C1)S(=S)(=O)[O-])C.[Na+]